(S)-6,6'-dibromo-[1,1'-binaphthyl]-2,2'-diol BrC1=CC2=CC=C(C(=C2C=C1)C=1C(=CC=C2C=C(C=CC12)Br)O)O